CSC=1C=C(C=CC1)N=C=S 3-(methylthio)phenyl isothiocyanate